C1(CC1)CCN1C(C(=CC(=C1)CNCC(C)C)C(=O)NC1=C(C=CC(=C1)C1(CC(C1)(C)C)C1=NN=CN1C)F)=O 1-(2-cyclopropylethyl)-N-(5-(3,3-dimethyl-1-(4-methyl-4H-1,2,4-triazol-3-yl)cyclobutyl)-2-fluorophenyl)-5-((isobutylamino)methyl)-2-oxo-1,2-dihydropyridine-3-carboxamide